4,4'-(cyclopropan-1,1-diyl)bis((benzyloxy)benzene) C1(CC1)(C1=CC=C(C=C1)OCC1=CC=CC=C1)C1=CC=C(C=C1)OCC1=CC=CC=C1